(racemic)-6-(1-((4'-cyano-[1,1'-biphenyl]-4-yl)methyl)-4-fluoro-1H-indole-7-carboxamido)spiro[3.3]heptane-2-carboxylic acid C(#N)C1=CC=C(C=C1)C1=CC=C(C=C1)CN1C=CC2=C(C=CC(=C12)C(=O)NC1CC2(CC(C2)C(=O)O)C1)F